ethoxy-methacrylamide C(C)OC=C(C(=O)N)C